(S,E)-2-(4-ethyl-8-fluoro-4-hydroxy-3,6,14-tricarbonyl-3,4-dihydro-1H-pyrano[3',4':6,7]Indolizino[2,1-b]quinolin-11(6H,12H,14H)-yl)acetaldehyde-O-methyloxime CO\N=C\CN1C2=C(C(C3=CC(=CC=C13)F)=C=O)C1=CC3=C(C(N1C2)=C=O)COC([C@]3(O)CC)=C=O